C(C)OC1=NC=CC=C1C1=NC(=C(C=C1)OC1CC2(CN(C2)C2=C(C=C(C=C2)F)C(F)(F)F)C1)CN[C@H]1CNCC1 (R)-N-((2'-ethoxy-5-((2-(4-fluoro-2-(trifluoromethyl)phenyl)-2-azaspiro[3.3]heptan-6-yl)oxy)-[2,3'-bipyridin]-6-yl)methyl)pyrrolidin-3-amine